N-(5-Bromo-2-(3-(dimethylamino)propoxy)pyridin-3-yl)cyclobutanesulfonamide BrC=1C=C(C(=NC1)OCCCN(C)C)NS(=O)(=O)C1CCC1